methyl-2-(trifluoromethyl)-benzyl alcohol CC(C1=C(C=CC=C1)C(F)(F)F)O